S1C(=CC=C1C=1OC2=C(N1)C=C(C=C2)C(C)(C)C)C=2OC1=C(N2)C=C(C=C1)C(C)(C)C 2,2'-(2,5-thiophenediyl)bis(5-t-butylbenzooxazole)